ClC1=C(C=CC(=C1)Cl)C=1N(C(=C(N1)C1=CC=CC=C1)C1=CC=CC=C1)C1=CC=CC=C1C(=O)[O-] 2-(2,4-dichlorophenyl)-4,5-diphenyl-1H-imidazole-1-benzoate